BrC1=NN2C(N=C(C=C2C2=NN(N=C2)C)C(=O)O)=C1 2-Bromo-7-(2-methyl-2H-1,2,3-triazol-4-yl)pyrazolo[1,5-a]pyrimidine-5-carboxylic acid